COC(=O)C1=CC=C2C(=N1)C=NN2C 1-methyl-1H-pyrazolo[4,3-b]Pyridine-5-carboxylic acid methyl ester